ClCCCOC1=C(C=CC(=C1)OC)B1OC(C(O1)(C)C)(C)C 2-(2-(3-chloropropoxy)-4-methoxyphenyl)-4,4,5,5-tetramethyl-1,3,2-dioxaborolane